NC1=C(C(=C(C#N)C=C1C(C)CC)F)C(C)C 4-amino-5-(butan-2-yl)-2-fluoro-3-(propan-2-yl)benzonitrile